6-(2-methoxybenzoyl)aminonicotinic acid COC1=C(C(=O)NC2=NC=C(C(=O)O)C=C2)C=CC=C1